3,5-dibromol C1=C[BrH]C[BrH]1